dicyclohexyl-(2',6'-dimethoxy-biphenyl-2-yl)phosphane C1(CCCCC1)P(C1=C(C=CC=C1)C1=C(C=CC=C1OC)OC)C1CCCCC1